5-((2-(2-(Benzyloxy)-4,6-dihydroxybenzoyl)-1,2,3,4-tetrahydroisoquinolin-8-yl)amino)-1-methylpiperidin-2-one C(C1=CC=CC=C1)OC1=C(C(=O)N2CC3=C(C=CC=C3CC2)NC2CCC(N(C2)C)=O)C(=CC(=C1)O)O